N-[5-(2,6-difluoro-4-methoxyphenyl)-2-[6-(3,3-dimethylazetidin-1-yl)pyridin-2-yl]-1-methyl-3-oxo-2,3-dihydro-1H-pyrazol-4-yl]-4-(difluoromethoxy)benzamide FC1=C(C(=CC(=C1)OC)F)C1=C(C(N(N1C)C1=NC(=CC=C1)N1CC(C1)(C)C)=O)NC(C1=CC=C(C=C1)OC(F)F)=O